[N+](=O)(OCCN(CCO[N+](=O)[O-])CCN(CCO[N+](=O)[O-])CCO[N+](=O)[O-])[O-] 2-[2-[bis(2-nitrooxyethyl)amino]ethyl-(2-nitrooxyethyl)amino]ethyl nitrate